FC=1C=2N(C=C(C1)NC(=O)C=1C=3N=CC=NC3C(=CC1)N([C@H]1CNCC1)C)C=C(N2)C N-(8-fluoro-2-methyl-imidazo[1,2-a]pyridin-6-yl)-8-[methyl-[(3R)-pyrrolidin-3-yl]amino]quinoxaline-5-carboxamide